N-[4-({3-[({3-[(tert-butyldimethylsilyl)oxy]cyclobutyl}methyl)sulfanyl]-6-(5-chloro-2-fluorophenyl)pyridazin-4-yl}amino)pyridin-2-yl]-3-(4-methylpiperazin-1-yl)propanamide [Si](C)(C)(C(C)(C)C)OC1CC(C1)CSC=1N=NC(=CC1NC1=CC(=NC=C1)NC(CCN1CCN(CC1)C)=O)C1=C(C=CC(=C1)Cl)F